N=1C=CN2C1CC(CC2)COC2=CC=C(C=N2)C#N 6-(5,6,7,8-tetrahydroimidazo[1,2-a]pyridin-7-ylmethoxy)pyridine-3-carbonitrile